C(C)(C)(C)C1=CC(CC(C1)=CC1=C(C=CC=C1)C)C(C)(C)C 2,6-di-tert-butyl-4-(2-methylbenzylidene)cyclohexene